(R)-3-chloro-5-fluoro-4-(6-((6-(3-hydroxypyrrolidin-1-yl)pyrimidin-4-yl)amino)-1H-pyrazolo[4,3-c]pyridin-1-yl)benzonitrile ClC=1C=C(C#N)C=C(C1N1N=CC=2C=NC(=CC21)NC2=NC=NC(=C2)N2C[C@@H](CC2)O)F